(6-methoxy-pyrazin-2-yl)-methanone COC1=CN=CC(=N1)C=O